The molecule is a phosphonic acid in which the hydrogen attached to the phosphorus of phosphonic acid is substituted by a 2-aminoethyl group. It has a role as a metabolite, a human metabolite and a mouse metabolite. It is a member of phosphonic acids and a primary amino compound. It derives from a phosphonic acid. It is a tautomer of a (2-aminoethyl)phosphonic acid zwitterion. C(CP(=O)(O)O)N